ClC1=C(C=2N=C(N=C(C2C=N1)N1CC2CCC(CC1)N2C(=O)OC(C)(C)C)OCC2(CC2)CO)F tert-butyl 3-(7-chloro-8-fluoro-2-((1-(hydroxymethyl)cyclopropyl)methoxy)pyrido[4,3-d]pyrimidin-4-yl)-3,9-diazabicyclo[4.2.1]nonane-9-carboxylate